CN1CCP(CC1)=O 1-methyl-1,4-azaphosphinane 4-oxide